tert-butyl (5-((4-nitro-[1,1'-biphenyl]-3-yl)amino)pyridin-2-yl)carbamate [N+](=O)([O-])C1=C(C=C(C=C1)C1=CC=CC=C1)NC=1C=CC(=NC1)NC(OC(C)(C)C)=O